rac-N-{(5R,6S)-5-[([1,1'-biphenyl]-3-yl)methyl]-3-ethyl-1,2-dimethyl-4-oxo-1,4,5,6,7,8-hexahydroquinolin-6-yl}methanesulfonamide C1(=CC(=CC=C1)C[C@@H]1C=2C(C(=C(N(C2CC[C@@H]1NS(=O)(=O)C)C)C)CC)=O)C1=CC=CC=C1 |r|